6-isopropoxy-5-nitro-1H-indazole C(C)(C)OC1=C(C=C2C=NNC2=C1)[N+](=O)[O-]